N-(1'-(2-(1,1-difluoroethyl)-6-(propylamino)pyrimidin-4-yl)-1',2'-dihydrospiro[cyclopropane-1,3'-pyrrolo[3,2-c]pyridin]-6'-yl)acetamide FC(C)(F)C1=NC(=CC(=N1)N1CC2(C=3C=NC(=CC31)NC(C)=O)CC2)NCCC